C(C)(=O)C1=CN(C2=CC(=CC=C2C1=O)Br)C(C)C 3-acetyl-7-bromo-1-isopropylquinolin-4(1H)-one